C1=CC(=CC=2C3=CC(=CC=C3NC12)C1=CC=C(C#N)C=C1)C1=CC=C(C#N)C=C1 4,4'-(9H-carbazole-3,6-diyl)dibenzonitrile